tert-butyl 2-(1,4-dioxo-1,4-dihydrofuro[3,4-c]pyridin-5(3H)-yl)-7-azaspiro[3.5]nonane-7-carboxylate O=C1OCC=2C(N(C=CC21)C2CC1(C2)CCN(CC1)C(=O)OC(C)(C)C)=O